BrC1=C(C=C(C(=C1)NC1=C(C=CC=C1C)C(C)C)N)Cl 5-bromo-4-chloro-N-(2-isopropyl-6-methylphenyl)benzene-1,2-diamine